The molecule is a semicarbazone obtained by formal condensation of the keto group of N-[(5-acetyl-3-thienyl)methyl]-2-chloroacetamide with the hydrazino group of semicarbazide. It is a member of thiophenes, a member of ureas, an organochlorine compound, a monocarboxylic acid amide and a semicarbazone. It derives from a chloroacetic acid and a semicarbazide. C/C(=N/NC(=O)N)/C1=CC(=CS1)CNC(=O)CCl